BrC=1C=CC(=C(OCCCC(=O)OCC)C1)CNC(=O)OC(C)(C)C 1-Ethyl 4-(5-bromo-2-(((tert-butoxycarbonyl)amino)methyl)phenoxy)butanoate